1,1'-(ethane-1,2-diyl)bis(2-(2-fluoro-6-(5-oxo-4,5-dihydro-1,3,4-oxadiazol-2-yl)phenyl)-4-methoxy-1H-benzo[d]imidazole-5-carboxamide) C(CN1C(=NC2=C1C=CC(=C2OC)C(=O)N)C2=C(C=CC=C2C=2OC(NN2)=O)F)N2C(=NC1=C2C=CC(=C1OC)C(=O)N)C1=C(C=CC=C1C=1OC(NN1)=O)F